C(CCCCCCC\C=C/C\C=C/CCCCC)N(CCC(=O)O)C N-linoleyl-N-methyl-β-alanine